(R)-2-(6-amino-5-(3-methyl-4-((1-methyl-1H-imidazol-2-yl)methyl)piperazin-1-yl)pyridazin-3-yl)phenol NC1=C(C=C(N=N1)C1=C(C=CC=C1)O)N1C[C@H](N(CC1)CC=1N(C=CN1)C)C